ClC1=CC(=C(C=N1)CO)OC (6-Chloro-4-methoxypyridin-3-yl)methanol